N-(4-fluoro-6-(2-hydroxypropan-2-yl)-1-(1-methylcyclobutyl)-1H-benzo[d]imidazol-2-yl)-2-(2,2,3,3-tetrafluorocyclobutyl)acetamide FC1=CC(=CC=2N(C(=NC21)NC(CC2C(C(C2)(F)F)(F)F)=O)C2(CCC2)C)C(C)(C)O